FC(C1=CC=C(C=C1)C1=C(C2=C(CCC1)C=C(C=C2)C(=O)O)C2=CC=C(C=C2)N2CCC(CC2)C(OC)OC)F 6-[4-(difluoromethyl)phenyl]-5-[4-[4-(dimethoxymethyl)-1-piperidyl]phenyl]-8,9-dihydro-7H-benzo[7]annulene-2-carboxylic acid